Cl.NC1=CC=C2C(=NN(C2=C1)C)C1C(NC(CC1)=O)=O 3-(6-amino-1-methyl-indazol-3-yl)piperidine-2,6-dione hydrochloride